FC(OC1=CC=C2C=C(N=CC2=C1)C=1N=NNC1C(=O)O)(F)F 4-(7-(trifluoromethoxy)isoquinolin-3-yl)-1H-1,2,3-triazole-5-carboxylic acid